7,7-dimethyl-9-(trifluoromethyl)-6a,7,12,12a,13,14-hexahydro-6H-benzo[7,8]thiochromeno[4,3-b]quinoline CC1(C2C(NC3=CC=C(C=C13)C(F)(F)F)C=1CCC3=C(C1SC2)C=CC=C3)C